6-(2-methyl-4-(1-phenylethoxy)phenyl)-4-(1,2,3,6-tetrahydropyridin-4-yl)-7H-pyrrolo[2,3-d]pyrimidine CC1=C(C=CC(=C1)OC(C)C1=CC=CC=C1)C1=CC2=C(N=CN=C2C=2CCNCC2)N1